5-(2-(4-bromocyclohexyl)ethyl)bicyclo[2.2.1]hept-2-ene BrC1CCC(CC1)CCC1C2C=CC(C1)C2